3-glycidoxypropyldimethylcyclohexylsilane C(C1CO1)OCCC[Si](C1CCCCC1)(C)C